C1=CC=CC=2C3=CC=CC=C3C(=CC12)C1=CC=C(C=C1)N (4-phenanthren-9-yl-phenyl)-amine